6-phospho-D-gluconate hydrate O.P(=O)(O)(O)OC[C@H]([C@H]([C@@H]([C@H](C(=O)O)O)O)O)O